2-(1-(4-hydroxybutyl)piperidin-4-yl)propane-1,3-diyl bis(2-pentyldecanoate) C(CCCC)C(C(=O)OCC(COC(C(CCCCCCCC)CCCCC)=O)C1CCN(CC1)CCCCO)CCCCCCCC